((1'-oxo-2',3'-dihydro-1'H-spiro[cyclopropane-1,4'-isoquinolin]-7'-yl)amino)piperidine-1-carboxylic acid tert-butyl ester C(C)(C)(C)OC(=O)N1C(CCCC1)NC1=CC=C2C3(CNC(C2=C1)=O)CC3